1-methylene-3,5-dimethylbenzene C=C1CC(=CC(=C1)C)C